3-(4-fluoro-2-iodo-1-((2-(trimethylsilyl)ethoxy)methyl)-1H-pyrrolo[2,3-b]pyridin-5-yl)cyclopentan-1-ol FC1=C2C(=NC=C1C1CC(CC1)O)N(C(=C2)I)COCC[Si](C)(C)C